C(C=C)(=O)N1CCN(CC1)C1=NC=NC2=CC=C(C=C12)C=1C=C(C(=NC1)OC)NS(=O)(=O)C1=C(C=C(C=C1F)F)F N-(5-(4-(4-acryloylpiperazin-1-yl)quinazolin-6-yl)-2-methoxypyridin-3-yl)-2,4,6-trifluorobenzenesulfonamide